[Cl-].C(CCCCCCCCCCCCCCC)CC=1NC(=C(N1)C)C hexadecyltrimethyl-imidazole chloride